2-fluoro-4-methoxy-1-nitrobenzene FC1=C(C=CC(=C1)OC)[N+](=O)[O-]